FC1=C(O[C@@H](C(=O)OC)C)C(=CC(=C1)F)[N+](=O)[O-] methyl (2R)-2-(2,4-difluoro-6-nitrophenoxy)propanoate